Cl.COC1=CC=C(C=C1)C1=CC=C(C=C1)C1=CC=C(N1)C(=O)N (2S,5R)-5-[4-(4-methoxyphenyl)phenyl]-1H-pyrrole-2-carboxamide hydrochloride